nickel-cobalt-copper sulphide [Cu]=S.[Co].[Ni]